CCCCCCCCCCCC(=O)N1CCCCCC1 hexamethylenelauramide